[C@@H]1([C@H](O)[C@@H](O)[C@H](O)[C@H](O1)CO)O[C@H]([C@@H](C=O)O)[C@H](O)[C@H](O)CO 3-O-β-D-Glucopyranosyl-D-mannose